6-phenyl-2,4,8-trioxa-6-phosphoadamantane C1(=CC=CC=C1)C1(C2OC3OC(OC1C3)C2)P(=O)=O